3-((4-iodo-2-nitrophenyl)amino)propan-1-ol IC1=CC(=C(C=C1)NCCCO)[N+](=O)[O-]